BrC1=CC=2N(C=C1)C=C(N2)C(=O)OCC ethyl 7-bromoimidazo[1,2-A]pyridine-2-carboxylate